2-(2-methyl-4,3-dioxolan-2-yl)propan-1-ol CC1(CCOO1)C(CO)C